Isopropyl (S)-3'-(2-(1-(5-methyl-1-(methylsulfonyl)-1H-pyrrole-3-carbonyl)azetidine-2-carboxamido)thiazol-4-yl)-[1,1'-biphenyl]-3-carboxylate CC1=CC(=CN1S(=O)(=O)C)C(=O)N1[C@@H](CC1)C(=O)NC=1SC=C(N1)C=1C=C(C=CC1)C1=CC(=CC=C1)C(=O)OC(C)C